2-p-ethylphenylamino-1,4-naphthoquinone C(C)C1=CC=C(C=C1)NC=1C(C2=CC=CC=C2C(C1)=O)=O